ClC1=CC=C(C=C1)NC(=O)N1C(CCC1)C(=O)O 1-(4-chlorophenylcarbamoyl)pyrrolidine-2-carboxylic acid